C1CCC2=C(C=3CCCC3C=C12)NC(=O)NC(C(=O)OC)CC1=CC=CC=C1 methyl 2-{[(1,2,3,5,6,7-hexahydro-s-indacen-4-yl)carbamoyl]amino}-3-phenylpropanoate